C(=O)O.C=1N=CN2C1C=CC(=C2)S(=O)(=O)N imidazo[1,5-a]pyridine-6-sulfonamide formate